CC=1N(C(=CC1)C)C1=NN2C(C(=C(C=C2)C2=CN=CC(=N2)C=2C=NN(C2)C(C(=O)OC)C2=CC=C(C=C2)F)C)=N1 methyl 2-(4-(6-(2-(2,5-dimethyl-1H-pyrrol-1-yl)-8-methyl-[1,2,4]triazolo[1,5-a]pyridin-7-yl)pyrazin-2-yl)-1H-pyrazol-1-yl)-2-(4-fluorophenyl)acetate